ClC=1C=CC(=C(C1)S(=O)(=O)NC1=NC=C(C=N1)C1=NC(=C2C(=N1)N(N=C2C)C2OCCCC2)OC2CCN(CC2)C(C)C)F 5-chloro-2-fluoro-N-(5-(4-((1-isopropylpiperidin-4-yl)oxy)-3-methyl-1-(tetrahydro-2H-pyran-2-yl)-1H-pyrazolo[3,4-d]pyrimidin-6-yl)pyrimidin-2-yl)benzenesulfonamide